CN(C(C(=O)C1=CC=C(C=C1)N1CCOCC1)(CC)CC1=CC=CC=C1)C 2-dimethylamino-2-benzyl-1-(4-morpholinophenyl)-1-butanone